CC1=C(C=CC(=C1)N1CC(OC(C1)(C)C)(C)C)C1(CC2(C1)CC(C2)N)N 2-(2-methyl-4-(2,2,6,6-tetramethylmorpholino)phenyl)spiro[3.3]heptane-2,6-diamine